OCCNC(O[C@@H]1CC[C@H](CC1)C(N(C1=CC(=CC=C1)C1=CN=C(S1)C1CC1)C[C@@H]1CC[C@H](CC1)C1=NC(=C(C=C1)OC)C#N)=O)=O trans-4-(((trans-4-(6-Cyano-5-methoxy-pyridin-2-yl)cyclohexyl)methyl)(3-(2-cyclopropylthiazol-5-yl)phenyl)carbamoyl)cyclohexyl (2-hydroxyethyl)-carbamate